FC=1C=C(C=CC1)[C@H](C12CCC(CC1)(N2)CC2=CC=C(C=C2)NS(=O)(=O)C)O N-(4-((4-((R)-(3-Fluorophenyl)(hydroxy)methyl)-7-azabicyclo[2.2.1]-heptan-1-yl)methyl)phenyl)methanesulfonamide